1-Bromo-2-methoxy-3-nitrobenzene BrC1=C(C(=CC=C1)[N+](=O)[O-])OC